C(C)OC(CCC(=O)C1=NC(=CC(=C1O)C#N)CC1=C(C=CC=C1C(F)(F)F)F)=O 4-[6-(2-Fluoro-6-trifluoromethyl-benzyl)-4-cyano-3-hydroxy-pyridin-2-yl]-4-oxo-butyric acid ethyl ester